(S)-8-(2-amino-6-((R)-2,2,2-trifluoro-1-(4-(1-oxo-1,3-dihydroisobenzofuran-5-yl)phenyl)ethoxy)pyrimidin-4-yl)-2,8-diazaspiro[4.5]decane-3-carboxylic acid NC1=NC(=CC(=N1)N1CCC2(C[C@H](NC2)C(=O)O)CC1)O[C@@H](C(F)(F)F)C1=CC=C(C=C1)C=1C=C2COC(C2=CC1)=O